NC1=CC(=C(C=C1OC1CCC1)N1CCC(CC1)N1CCN(CC1)C(=O)OC(C)(C)C)C=1C=NN(C1)C tert-butyl 4-(1-(4-amino-5-cyclobutoxy-2-(1-methyl-1H-pyrazol-4-yl)phenyl)piperidin-4-yl)piperazine-1-carboxylate